6-(N-phenethylsulfamoyl)benzo[B]thiophene-2-carboxylic acid C(CC1=CC=CC=C1)NS(=O)(=O)C=1C=CC2=C(SC(=C2)C(=O)O)C1